NC1=NNC2=C1C(=NC(=C2)C2CN(CCC2)C(=O)NC2=CC=CC=C2)C2=CC=C(C=C2)CNC(C2=C(C=CC(=C2)F)OC)=O 3-(3-amino-4-(4-((5-fluoro-2-methoxybenzoylamino)methyl)phenyl)-1H-pyrazolo[4,3-c]pyridin-6-yl)-N-phenylpiperidine-1-carboxamide